CN1S(OC=CC1)(=O)=O 3-methyl-1,2,3-oxathiazine-2,2-dioxide